COCCNC=1C2=C(N=C(N1)NC1=CC=C(C=3CCOC31)C(=O)N3CCOCC3)NC=C2C(F)(F)F (7-((4-((2-methoxyethyl)amino)-5-(trifluoromethyl)-7H-pyrrolo[2,3-d]pyrimidin-2-yl)amino)-2,3-dihydrobenzo-furan-4-yl)(morpholino)methanone